N[C@@H](CC(=O)O)C(=O)C(C[C@H](N)C(=O)O)C(N)=O γ-L-aspartylglutamine